2-[[6-[(cyclobutylmethylamino)methyl]imidazo[1,2-a]pyridin-2-yl]methyl]-8-methoxy-2,7-naphthyridin-1-one C1(CCC1)CNCC=1C=CC=2N(C1)C=C(N2)CN2C(C1=C(N=CC=C1C=C2)OC)=O